ClC1=NC=CC(=N1)CC(=O)C1=C(C=CC=C1)OC 2-(2-Chloro-pyrimidin-4-yl)-1-(2-methoxy-phenyl)-ethanone